CC1=CC=C(C=C1)S(=O)(=O)OCCN1C=CC2=CC=C(C=C12)N(CCC1=CC=C(C=C1)F)C(=O)OC(C)(C)C 2-(6-((tert-butoxycarbonyl)(4-fluorophenethyl)amino)-1H-indol-1-yl)ethyl 4-methylbenzenesulfonate